5-{4-[4-(5-cyclopropyl-3-methylpyridin-2-yl)piperazine-1-carbonyl]phenyl}-5-isobutylimidazolidine-2,4-dione C1(CC1)C=1C=C(C(=NC1)N1CCN(CC1)C(=O)C1=CC=C(C=C1)C1(C(NC(N1)=O)=O)CC(C)C)C